ClC=1C=C2C=C(NC2=C(C1)NC1CCOCC1)C1=CC=C(C=C1)CCO 2-(4-(5-chloro-7-((tetrahydro-2H-pyran-4-yl)amino)-1H-indol-2-yl)phenyl)ethan-1-ol